8-((2,3,4,5-tetrachloro-6-(6-hydroxy-2,4,5,7-tetraiodo-3-oxo-3H-xanthen-9-yl)benzoyl)oxy)octanoic Acid ClC1=C(C(=O)OCCCCCCCC(=O)O)C(=C(C(=C1Cl)Cl)Cl)C=1C2=CC(=C(C(=C2OC2=C(C(C(=CC12)I)=O)I)I)O)I